ClC=1C(=CC(=NC1)N1CC=2C=NC=CC2C1)N 5-chloro-2-(1,3-dihydro-2H-pyrrolo[3,4-c]pyridin-2-yl)pyridin-4-amine